C(C1=CC=CC=C1)NCC1CC(CCC1)CN N-Benzyl-1,3-bis(aminomethyl)cyclohexane